Bis(4-tert-butylphenyl)iodonium trifurate O1C(=CC=C1)C(=O)[O-].O1C(=CC=C1)C(=O)[O-].O1C(=CC=C1)C(=O)[O-].C(C)(C)(C)C1=CC=C(C=C1)[I+]C1=CC=C(C=C1)C(C)(C)C.C(C)(C)(C)C1=CC=C(C=C1)[I+]C1=CC=C(C=C1)C(C)(C)C.C(C)(C)(C)C1=CC=C(C=C1)[I+]C1=CC=C(C=C1)C(C)(C)C